C(CN([C@@H](CC(=O)[O-])C(=O)[O-])CC(=O)[O-])(=O)[O-].[Na+].[Na+].[Na+].[Na+] sodium aspartate diacetate